3-({[1,1'-biphenyl]-4-yl}amino)-N-[(5-methylfuran-2-yl)methyl]benzamide C1(=CC=C(C=C1)NC=1C=C(C(=O)NCC=2OC(=CC2)C)C=CC1)C1=CC=CC=C1